(S)-4-(((S)-1-((5-(6-azaspiro[3.5]nonan-2-yloxy)-2-methylbenzyl)amino)-1-oxo-4-phenylbutan-2-yl)amino)-3-(((benzyloxy)carbonyl)amino)-4-oxobutanoic acid C1C(CC12CNCCC2)OC=2C=CC(=C(CNC([C@H](CCC1=CC=CC=C1)NC([C@H](CC(=O)O)NC(=O)OCC1=CC=CC=C1)=O)=O)C2)C